C(#C)C=1C(=CC=C2C=C(C=C(C12)C1=C(C=2N=C(N=C(C2C(=N1)O)N1CCOCCC1)OC[C@]12CCCN2C[C@@H](C1)F)F)O)F 7-(8-ethynyl-7-fluoro-3-hydroxynaphthalen-1-yl)-8-fluoro-2-(((2R,7aS)-2-fluoro-tetrahydro-1H-pyrrolizin-7a(5H)-yl)methoxy)-4-(1,4-oxazepan-4-yl)pyrido[4,3-d]pyrimidin-5-ol